tert-butyl 4-((4-((3-chloro-4-(pyridin-2-ylmethoxy) phenyl)amino)-6-nitroquinazolin-7-yl)ethynyl)-4-methylpiperidine-1-carboxylate ClC=1C=C(C=CC1OCC1=NC=CC=C1)NC1=NC=NC2=CC(=C(C=C12)[N+](=O)[O-])C#CC1(CCN(CC1)C(=O)OC(C)(C)C)C